6-bromo-2-(2,4-dichlorobenzyl)-1-isopropyl-1H-benzo[d]imidazole BrC=1C=CC2=C(N(C(=N2)CC2=C(C=C(C=C2)Cl)Cl)C(C)C)C1